CC(=CCC/C(=C/CC/C(=C/CC/C(=C\\CC/C(=C\\CC/C(=C\\CC/C(=C\\CC/C(=C\\CC/C(=C\\CC/C(=C\\CC/C(=C\\COP(=O)([O-])OP(=O)([O-])O[C@@H]1[C@@H]([C@H]([C@@H]([C@H](O1)CO)O[C@H]2[C@@H]([C@H]([C@@H]([C@H](O2)CO)O)O[C@@H]3[C@H]([C@H]([C@@H]([C@H](O3)CO)O)O)O[C@H]4[C@@H]([C@H]([C@@H]([C@H](O4)C(=O)[O-])O)O)O)O)O)O)/C)/C)/C)/C)/C)/C)/C)/C)/C)/C)C The molecule is an organophosphate oxoanion that is the trianion of beta-D-GlcA-(1->2)-alpha-D-Man-(1->3)-beta-D-Glc-(1->4)-alpha-D-Glc-1-diphospho-ditrans,polycis-undecaprenol arising from deprotonation of both free diphosphate OH groups and the carboxy group of the glucuronic acid residue; major species at pH 7.3. It is a conjugate base of a beta-D-GlcA-(1->2)-alpha-D-Man-(1->3)-beta-D-Glc-(1->4)-alpha-D-Glc-1-diphospho-ditrans,polycis-undecaprenol.